4-(4-Fluoro-3-(4-(5-(trifluoromethyl)pyrimidin-2-yl)piperazine-1-carbonyl)benzyl)-6-(prop-1-yn-1-yl)phthalazin-1(2H)-one FC1=C(C=C(CC2=NNC(C3=CC=C(C=C23)C#CC)=O)C=C1)C(=O)N1CCN(CC1)C1=NC=C(C=N1)C(F)(F)F